3-isopropyl-5-(4-((6-(4-(methylsulfonyl)phenyl)imidazo[2,1-b][1,3,4]thiadiazol-2-yl)oxy)piperidin-1-yl)-1,2,4-oxadiazole C(C)(C)C1=NOC(=N1)N1CCC(CC1)OC1=NN2C(S1)=NC(=C2)C2=CC=C(C=C2)S(=O)(=O)C